hexahydro-1H-pyrrolizin-1-yl 2-(3,5-dichlorophenyl)benzo[d]oxazole-6-carboxylate ClC=1C=C(C=C(C1)Cl)C=1OC2=C(N1)C=CC(=C2)C(=O)OC2CCN1CCCC21